Methyl 1-(4-amino-5-((2-chloroethyl)thio)-2-methoxyphenyl)-6-chloro-1H-pyrazolo[4,3-c]pyridine-3-carboxylate NC1=CC(=C(C=C1SCCCl)N1N=C(C=2C=NC(=CC21)Cl)C(=O)OC)OC